1-(4-fluoropyrimidin-2-yl)piperidin-3-yl (1-(2-(methyl (2-(p-tolyloxy)ethyl)amino)-2-oxoethyl)-1H-pyrazol-4-yl)carbamate CN(C(CN1N=CC(=C1)NC(OC1CN(CCC1)C1=NC=CC(=N1)F)=O)=O)CCOC1=CC=C(C=C1)C